C(C)(C)N1N=CC=C1C(=O)N 2-isopropyl-pyrazole-carboxamide